CN1C=NC(=C1)NC1=NC(=NC2=CC=CC=C12)N[C@@H](C)C1=CC=CC=C1 (S)-N4-(1-methyl-1H-imidazol-4-yl)-N2-(1-phenylethyl)quinazoline-2,4-diamine